N1C=C(C2=CC=CC=C12)C[C@@H](C(=O)NC1=CC=C(C=C1)N1CCOCC1)NS(=O)(=O)C1=CC=C(C=C1)C(C)C (S)-3-(1H-indol-3-yl)-2-(4-isopropylphenyl-sulphonamido)-N-(4-morpholinophenyl)propanamide